ClC=1C=C(C=CC1)N1NC(CC1)=O N-(3-chlorophenyl)-3-pyrazolidinone